CS(=O)(=O)[O-].C[NH+]1CN(CC1)C 1,3-dimethylimidazolinium methanesulfonate